acryloyl-oxyethylpyromellitic acid C(C=C)(=O)OCCC1=C(C(C(=O)O)=CC(=C1C(=O)O)C(=O)O)C(=O)O